6-cyano-7-(3-fluorophenyl)-N2-(tert-butyl)-3,4-dihydropyrrolo[1,2-a]pyrazine-2,8(1H)-dicarboxamide C(#N)C1=C(C(=C2N1CCN(C2)C(=O)NC(C)(C)C)C(=O)N)C2=CC(=CC=C2)F